OCCCO[C@@H]1CC[C@H](CC1)C(=O)N(C[C@@H]1CC[C@H](CC1)C1=CC(=C(C=C1)OC)C)C1=CC(=CC=C1)C=1C=NN(C1)C(C)C trans-4-(3-Hydroxypropoxy)-N-(3-(1-isopropyl-1H-pyrazol-4-yl)phenyl)-N-((trans-4-(4-methoxy-3-methylphenyl)cyclohexyl)methyl)cyclohexanecarboxamide